ClC1=C2C=CN(C2=CC=C1)C1OC(OC1)=O 4-(4-chloro-1H-indol-1-yl)-1,3-dioxolan-2-one